ClC=1C(=C(C=CC1)[C@@]1(C=2C(=C(N=CC2C(N(C1)C1=C(C=C(C(=C1)F)C#N)F)=O)NC1CN(C1)C(=O)OC(C)(C)C)F)C)F tert-butyl 3-{[(5R)-5-(3-chloro-2-fluorophenyl)-7-(4-cyano-2,5-difluorophenyl)-4-fluoro-5-methyl-8-oxo-5,6,7,8-tetrahydro-2,7-naphthyridin-3-yl]amino}azetidine-1-carboxylate